(R)-5-(3-(1-cyclopropyl-1H-pyrazol-4-yl)-4,4-difluoropiperidin-1-yl)-7-(2-fluoro-4-(trifluoromethyl)phenyl)-N,N-dimethylthiazolo[4,5-d]pyrimidin-2-amine C1(CC1)N1N=CC(=C1)[C@@H]1CN(CCC1(F)F)C=1N=C(C2=C(N1)N=C(S2)N(C)C)C2=C(C=C(C=C2)C(F)(F)F)F